C1(CCC(N1C(C(=O)OC=1C=C(C2=C(C=C(O2)C2=C3N=CC(=NC3=CC(=C2)C)OC)C1)Cl)CCCCNC(CCSSC1=NC=CC=C1)=O)=O)=O 7-chloro-2-(2-methoxy-7-methylquinoxalin-5-yl)benzofuran-5-ol Succinimidyl-6-(3-[2-pyridyldithio]-propionamido)hexanoate